2-ethoxy-5-(methylsulfonylamino)-N-(3-(thiazol-2-yl)benzyl)benzamide C(C)OC1=C(C(=O)NCC2=CC(=CC=C2)C=2SC=CN2)C=C(C=C1)NS(=O)(=O)C